(n-butylcyclopentadienyl)tris(ethylmethylamino)titanium C(CCC)C1(C=CC=C1)[Ti](N(CC)C)(N(CC)C)N(C)CC